C(CCCCCCC)(=O)OCC(O)CO.C(CCCCCCC)(=O)OCC(O)CO.C(CCCCCCC)(=O)OCC(O)CO tri-glyceryl tri-octanoate